ethyl (3S)-3-[(2S)-2-{[(tert-butoxy)carbonyl]amino}-4-methylpentanamido]-3-[5-(2,5-dimethyl-2H-indazol-4-yl)-2,3-difluorophenyl]propanoate C(C)(C)(C)OC(=O)N[C@H](C(=O)N[C@@H](CC(=O)OCC)C1=C(C(=CC(=C1)C=1C2=CN(N=C2C=CC1C)C)F)F)CC(C)C